phenyl[[di(naphthalenyl)amino]phenyl]indolocarbazole C1(=CC=CC=C1)C=1C(=C2C(=CC1)N=C1C=CC3=C4C=CC=CC4=NC3=C12)C1=C(C=CC=C1)N(C1=CC=CC2=CC=CC=C12)C1=CC=CC2=CC=CC=C12